C1(=CC=CC=C1)N=NC1=CC=C(CO)C=C1 4-(phenylazo)benzyl alcohol